COC(C1=C(C=C(C(=O)OC)C(=C1)[N+](=O)[O-])NC)=O 2-(methylamino)-5-nitroterephthalic acid dimethyl ester